(+-)-N-(3-aminopropyl)-N,N-dimethyl-2,3-bis(cis-9-tetradecyloxy)-1-propanaminium bromide [Br-].NCCC[N+](CC(COC(CCCCCCCC)CCCCC)OC(CCCCCCCC)CCCCC)(C)C